C1=CC=CC=2C3=CC=CC=C3N(C12)C=1C2=C(N=CN1)C1=C(O2)C=CC(=C1)C1=CC(=CC=C1)[Si](C1=CC=CC=C1)(C1=CC=CC=C1)C1=CC=CC=C1 4-(9H-carbazol-9-yl)-8-[3-(triphenylsilyl)phenyl]-[1]benzofuro[3,2-d]pyrimidine